(Fmoc)N-hydroxysuccinimide C(=O)(OCC1C2=CC=CC=C2C2=CC=CC=C12)C1C(=O)N(C(C1)=O)O